tert-Butyl 2-[7-[4-[2-[1-(6,7-dihydro-5H-pyrrolo[1,2-c]imidazol-1-yl)-2-oxo-2-(thiazol-2-ylamino)ethyl]-7-fluoro-3-oxo-isoindolin-5-yl]phenyl]-2,7-diazaspiro[3.5]nonan-2-yl]acetate C1(=C2N(C=N1)CCC2)C(C(NC=2SC=CN2)=O)N2CC1=C(C=C(C=C1C2=O)C2=CC=C(C=C2)N2CCC1(CN(C1)CC(=O)OC(C)(C)C)CC2)F